N-methyl-1-(3-pyridyl)methanamine CNCC=1C=NC=CC1